N-(7-fluoro-5-hydroxy-1H-indol-3-yl)acetamide FC=1C=C(C=C2C(=CNC12)NC(C)=O)O